N[C@@H](C)C=1N(C(C2=C(C=CC=C2C1)Cl)=O)C1=NN(C=C1)CCO (S)-3-(1-aminoethyl)-8-chloro-2-(1-(2-hydroxyethyl)-1H-pyrazol-3-yl)isoquinolin-1(2H)-one